N1N=C(C=C1)C(N)=NN 1H-pyrazole-3-carbohydrazonamide